F[C@@H]1C[C@@]2(CCCN2C1)CO ((2R,7aS)-2-fluorotetrahydro-1H-pyrrolizine-7a-yl)methanol